C(C)(C)(C)N1N=C(C=C1N)[C@@H]1C[C@@H](CC1)O[Si](C)(C)C(C)(C)C (tert-butyl)-3-((1s,3r)-3-((tert-butyldimethylsilyl)oxy)cyclopentyl)-1H-pyrazol-5-amine